N-[[5-[5-(3,5-dichloro-4-fluorophenyl)-4,5-dihydro-5-(trifluoromethyl)-3-isoxazolyl]-2-oxo-2H-1-benzopyran-8-yl]methyl]acetamide ClC=1C=C(C=C(C1F)Cl)C1(CC(=NO1)C1=CC=C(C2=C1C=CC(O2)=O)CNC(C)=O)C(F)(F)F